CC(CCC)(C1=NN(C2=CC=CC(=C2C1=O)S(=O)(=O)C)C1=CC=C(C=C1)OC(F)(F)F)C 3-dimethylbutyl-5-methylsulfonyl-4-oxo-1-[4-(trifluoromethoxy)phenyl]cinnoline